1-chloro-3-(3-((2-ethylhexyl)oxy)-5-pentadecylphenoxy)propan-2-ol ClCC(COC1=CC(=CC(=C1)CCCCCCCCCCCCCCC)OCC(CCCC)CC)O